N-(4-((3-chloro-4-fluorophenyl)amino)-5-(3-chlorophenyl)quinazolin-6-yl)-3-(1-methylpyrrolidin-2-yl)acrylamide ClC=1C=C(C=CC1F)NC1=NC=NC2=CC=C(C(=C12)C1=CC(=CC=C1)Cl)NC(C=CC1N(CCC1)C)=O